ClC1=C2C(=CNC2=C(C=C1)N1CCC(CC1)C1=CC=C(C=C1)OCCCCN1CCC(CC1)N1C=CC2=C(C=CC=C12)N1C(NC(CC1)=O)=O)C#N 4-Chloro-7-{4-[4-(4-{4-[4-(2,4-dioxo-1,3-diazinan-1-yl)-1H-indol-1-yl]piperidin-1-yl}butoxy)phenyl]piperidin-1-yl}-1H-indole-3-carbonitrile